ClC1=NC=C(C(=N1)C#N)O[C@@H]1C[C@H](CCC1)C(=O)OC (1S,3S)-methyl 3-((2-chloro-4-cyanopyrimidin-5-yl)oxy)cyclohexanecarboxylate